1-(2-(5-fluoro-1H-pyrrolo[2,3-b]pyridine-4-carbonyl)-2-azaspiro[3.3]heptan-6-yl)-1-methyl-3-(3-(trifluoromethyl)phenyl)urea FC1=C(C2=C(N=C1)NC=C2)C(=O)N2CC1(C2)CC(C1)N(C(=O)NC1=CC(=CC=C1)C(F)(F)F)C